zinc tungsten disulfide [W](=S)=S.[Zn]